2-[1-[3-[(2,6-dioxo-3-piperidyl)-methyl-amino]phenyl]-4-hydroxy-4-piperidyl]acetic acid O=C1NC(CCC1N(C=1C=C(C=CC1)N1CCC(CC1)(O)CC(=O)O)C)=O